C(C)OC(=O)C=1N=NNC1C 5-methyl-1H-1,2,3-triazole-4-carboxylic acid ethyl ester